C(C)(C)(C)C=1C=CC2=C(C=C(N2)C=2SC(=CC2)C=2NC3=C(C2)C=C(C=C3)C(C)(C)C)C1 2,5-bis(5-t-butyl-benzoAzolyl)thiophene